C(C1CO1)C1C(O)(CCC(C1)C(C)(C)C1=CC=C(C=C1)O)CC1CO1 diglycidyl-hexahydrobisphenol a